2-(3,4-dimethoxyphenyl)-6-(4-(4-isopropylpiperazin-1-yl)phenyl)-1-methyl-4-(piperidin-4-yl)-1H-benzo[d]imidazole COC=1C=C(C=CC1OC)C1=NC2=C(N1C)C=C(C=C2C2CCNCC2)C2=CC=C(C=C2)N2CCN(CC2)C(C)C